CC1(CCC(C(C1)C=1C=CC(=C(O\C(\C(=O)OC)=C/OC)C1)C)=O)C methyl (Z)-2-[5-(5,5-dimethyl-2-oxo-cyclohexyl)-2-methyl-phenoxy]-3-methoxy-prop-2-enoate